1-(para-chlorosulphonylphenyl)-3-methyl-5-methylsulphonyl-1H-pyrazolo[4,3-e][1,2,4]triazine ClS(=O)(=O)C1=CC=C(C=C1)N1N=C(C=2N=C(N=NC21)S(=O)(=O)C)C